(S)-2-(1-oxo-3,4-dihydroisoquinolin-2(1H)-yl)-3-phenylpropionic acid methyl ester COC([C@H](CC1=CC=CC=C1)N1C(C2=CC=CC=C2CC1)=O)=O